S(=S)(=O)([O-])[O-].[NH4+].[NH4+] AMMONIUM THIOSULPHATE